BrC1=CC(=C(C=C1F)SC[C@@H](C(=O)O)NC(=O)OC(C)(C)C)[N+](=O)[O-] (2R)-3-(4-bromo-5-fluoro-2-nitro-phenyl)sulfanyl-2-(tert-butoxycarbonylamino)propanoic acid